4-(cyclohexylthio)-3-sulfamoylbenzoic acid C1(CCCCC1)SC1=C(C=C(C(=O)O)C=C1)S(N)(=O)=O